5-(2,5-difluorophenyl)-N-((6-(piperazin-1-yl)pyridin-2-yl)methyl)-7H-pyrrolo[2,3-d]pyrimidin-4-amine FC1=C(C=C(C=C1)F)C1=CNC=2N=CN=C(C21)NCC2=NC(=CC=C2)N2CCNCC2